2-methyl-3-[2-(methylsulfanyl)imidazo[4,3-f][1,2,4]triazin-7-yl]butan-2-yl acetate C(C)(=O)OC(C)(C(C)C1=NC=C2C=NC(=NN21)SC)C